N[C@@H]1CC[C@@H](N(C1)C(=O)C1=CC2=C(N(C(=N2)C2=CC=C(N2CC2CC2)C#N)C)C(=C1)OC)C 5-{5-[(2S,5R)-5-amino-2-methylpiperidine-1-carbonyl]-7-methoxy-1-methyl-1H-1,3-benzodiazol-2-yl}-1-(cyclopropylmethyl)-1H-pyrrole-2-carbonitrile